6'-(ethylisobutylamino)-2'-anilino-3'-methylspiro[isobenzofuran-1(3H),9'-[9H]xanthene]-3-one C(C)N(C=1C=C2OC=3C=C(C(=CC3C3(C2=CC1)OC(C1=CC=CC=C13)=O)NC1=CC=CC=C1)C)CC(C)C